(S)-2-(3-chloro-5-formylphenyl)propionitrile ClC=1C=C(C=C(C1)C=O)[C@@H](C#N)C